ClC1=NC=C(C(=N1)NC1=C(C=CC=C1)C(F)(F)F)C(=O)N 2-chloro-4-((2-(trifluoromethyl)phenyl)amino)pyrimidine-5-carboxamide